COCC1=CN=CC=2N=C(N=C(C21)N2CCC1(CCN(C1)C(=O)OC(C)(C)C)CC2)C2=CC=NC=C2 tert-butyl 8-[5-(methoxymethyl)-2-(4-pyridyl) pyrido[3,4-d]pyrimidin-4-yl]-2,8-diazaspiro[4.5]decane-2-carboxylate